NC(C)N1C(=NCC1)CCCCCCCC (1-aminoethyl)-2-octyl-2-imidazoline